ethyl 3-(4-pyrimidin-2-ylpyridazin-1-ium-1-yl)propanoate hydrogen sulfate S(=O)(=O)(O)[O-].N1=C(N=CC=C1)C1=CN=[N+](C=C1)CCC(=O)OCC